tert-butyl (3,4-difluorophenyl)carbamate FC=1C=C(C=CC1F)NC(OC(C)(C)C)=O